1H-1,6-naphthyridine-5-carbonitrile N1CC=CC=2C(=NC=CC12)C#N